3-[[(1R)-1-(3,6-Dimethyl-4-oxo-2-phenyl-chromen-8-yl)ethyl]amino]-N-(2,2,2-trifluoroethylsulfonyl)pyridine-2-carboxamide CC1=C(OC2=C(C=C(C=C2C1=O)C)[C@@H](C)NC=1C(=NC=CC1)C(=O)NS(=O)(=O)CC(F)(F)F)C1=CC=CC=C1